(t-butyloxycarbonylmethylene)-triphenylphosphine C(C)(C)(C)OC(=O)C=C1C(C=CC=C1)P(C1=CC=CC=C1)C1=CC=CC=C1